CC1(CCC=2C1=NC1=C(C2NC(=O)N=S(=O)(N)C2=CN=C(S2)C(CO)(C)C)CCC1)C N'-((3,3-dimethyl-1,2,3,5,6,7-hexahydrodicyclopenta[b,e]pyridin-8-yl)carbamoyl)-2-(1-hydroxy-2-methylpropan-2-yl)thiazole-5-sulfonimidamide